6-(prop-1-en-1-yl)pyrazolo[1,5-a]pyridine C(=CC)C=1C=CC=2N(C1)N=CC2